C(C)(C)(C)OC(=O)NC1=CN(C2=CC=C(C=C12)O)C(=O)OC(C)(C)C tert-butyl 3-[(tert-butoxycarbonyl)amino]-5-hydroxyindole-1-carboxylate